4-Amino-2-trifluoromethylphenylsulfonyl fluoride NC1=CC(=C(C=C1)S(=O)(=O)F)C(F)(F)F